N1=C(C=CC=C1)SSCCC(=O)NC(C(=O)[O-])CCCC 3-(2-pyridyldithio)-propionamidohexanoate